BrC1=C(C(=CC(=C1C)N(C1=CC=CC=C1)C)F)N=CN(C)CC N'-(2-bromo-6-fluoro-3-methyl-4-(methyl(phenyl)amino)phenyl)-N-ethyl-N-methylformimidamide